ClC=1C(=CC=2C3=C(C(=NC2C1F)CC=O)CN([C@H]3C)C(COC)=O)OC (S)-2-(7-chloro-6-fluoro-8-methoxy-2-(2-methoxyacetyl)-1-methyl-2,3-dihydro-1H-pyrrolo[3,4-c]quinolin-4-yl)acetaldehyde